4-fluoro-6-formyl-dibenzo[b,d]furan-3-carbonitrile FC1=C(C=CC2=C1OC1=C2C=CC=C1C=O)C#N